C[Si](OC#CC(C)C)(OC#CC(C)C)C dimethyl-bis(3-methyl-1-butynyloxy)silane